C(C)OC(=C)C1=C(C(=O)OC)C=CC(=C1)CCCCCCCC methyl 2-(1-ethoxyvinyl)-4-octylbenzoate